O[C@H](CCCCCCC/C=C/C(=O)O)CO (2E,11R)-11,12-dihydroxy-2-dodecenoic acid